2-(2,6-dioxopiperidin-3-yl)-5-(4-(3-hydroxypropyl)piperazin-1-yl)isoindoline-1,3-dione O=C1NC(CCC1N1C(C2=CC=C(C=C2C1=O)N1CCN(CC1)CCCO)=O)=O